(4,4-difluoroazepan-1-yl)quinoxaline-2-carboxylic acid FC1(CCN(CCC1)C=1C(=NC2=CC=CC=C2N1)C(=O)O)F